(S)-2-chloro-N-(3-(8-ethyl-2-(piperidin-3-ylamino)quinazolin-6-yl)-1H-indazol-7-yl)benzenesulfonamide ClC1=C(C=CC=C1)S(=O)(=O)NC=1C=CC=C2C(=NNC12)C=1C=C2C=NC(=NC2=C(C1)CC)N[C@@H]1CNCCC1